ClC1=C(C(=O)C2C(CC(CC2=O)C)=O)C=CC(=C1OCC)S(=O)(=O)C 2-(2-chloro-3-ethoxy-4-methanesulphonylbenzoyl)-5-methyl-1,3-cyclohexanedione